tert-butyl (3S)-4-(9-cyclopropyl-10-(2,4-difluorophenyl)-5-oxo-2,3-dihydro-5H-[1,4]thiazino[2,3,4-ij]quinazolin-7-yl)-3-methylpiperazine-1-carboxylate C1(CC1)C=1C=C2C(=NC(N3C2=C(C1C1=C(C=C(C=C1)F)F)SCC3)=O)N3[C@H](CN(CC3)C(=O)OC(C)(C)C)C